(R)-4-(3-{5-[(R)-(1,3-dimethyl-azetidin-3-yl)-hydroxy-(4-isopropyl-phenyl)-methyl]-pyridin-3-yl}-[1,2,4]Oxadiazol-5-yl)-1-ethyl-pyrrolidin-2-one CN1CC(C1)(C)[C@@](C=1C=C(C=NC1)C1=NOC(=N1)[C@@H]1CC(N(C1)CC)=O)(C1=CC=C(C=C1)C(C)C)O